(S)-N-(1-(4-(benzylsulfanyl)phenylamino)-1-oxo-3-phenylprop-2-yl)-3-fluorobenzamide C(C1=CC=CC=C1)SC1=CC=C(C=C1)NC([C@H](CC1=CC=CC=C1)NC(C1=CC(=CC=C1)F)=O)=O